1-((R)-3-(4-((R)-2,2,2-trifluoro-1-((4-(4-morpholino-7H-pyrrolo[2,3-d]pyrimidin-6-yl)phenyl)amino)ethyl)piperidin-1-yl)pyrrolidin-1-yl)prop-2-en-1-one FC([C@H](NC1=CC=C(C=C1)C1=CC2=C(N=CN=C2N2CCOCC2)N1)C1CCN(CC1)[C@H]1CN(CC1)C(C=C)=O)(F)F